(S)-N-[(1S)-1-(3,5-difluorophenyl)propyl]-2-methylpropane-2-sulfinamide FC=1C=C(C=C(C1)F)[C@H](CC)N[S@@](=O)C(C)(C)C